FC(C=1N=C(OC1C(=O)N1[C@@H](C2=C(CC1)NC=N2)C2=NN1C(C=CC=C1)=C2)C2=CN=CN2C)F (S)-(4-(difluoromethyl)-2-(1-methyl-1H-imidazol-5-yl)oxazol-5-yl)(4-(pyrazolo[1,5-a]pyridin-2-yl)-6,7-dihydro-1H-imidazo[4,5-c]pyridin-5(4H)-yl)methanone